Cl.C(C)O[C@@H]1CNCC[C@@H]1O cis-3-ethoxypiperidin-4-ol HCl salt